3-(5-fluoro-2-(trifluoromethyl)phenyl)-4-(1H-indol-3-yl)-1H-pyrrole-2,5-dione FC=1C=CC(=C(C1)C=1C(NC(C1C1=CNC2=CC=CC=C12)=O)=O)C(F)(F)F